3-methylimidazolium fluoride [F-].C[N+]1=CNC=C1